Cl.N[C@H](C(=O)OCC(CC)CC)C (2S)-2-ethylbutyl 2-aminopropionate hydrochloride